7,7,9-trifluoro-1-carbonyl-6,7-dihydro-1H,5H-pyrido[3,2,1-ij]quinoline-3-carboxylic acid methyl ester COC(=O)C=1N2C3=C(C=C(C=C3C(C1)=C=O)F)C(CC2)(F)F